tert-Butyl (2S)-2-(cyanomethyl)-4-(6-methyl-2-(methylthio)-7-(naphthalen-1-yl)-6,7-dihydro-5H-pyrano[2,3-d]pyrimidin-4-yl)piperazine-1-carboxylate C(#N)C[C@@H]1N(CCN(C1)C=1C2=C(N=C(N1)SC)OC(C(C2)C)C2=CC=CC1=CC=CC=C21)C(=O)OC(C)(C)C